[Mg].BrCCC=C(CCC1=C(CCCC1(C)C)C)C 2-(6-bromo-3-methylhex-3-en-1-yl)-1,3,3-trimethylcyclohex-1-ene Magnesium